2,3,4,5-tetrafluoro-N,N-dimethyl-6-(4-(trifluoromethyl)benzoyl)benzenesulfonamide FC1=C(C(=C(C(=C1F)F)F)C(C1=CC=C(C=C1)C(F)(F)F)=O)S(=O)(=O)N(C)C